(4S,5R,6R)-4,5-bis(benzyloxy)-6-((benzyloxy)methyl)-3-fluorotetrahydro-2H-pyran-2-ol C(C1=CC=CC=C1)O[C@@H]1C(C(O[C@@H]([C@H]1OCC1=CC=CC=C1)COCC1=CC=CC=C1)O)F